methoxy-3,4-dihydro-1H-isoquinolin COC1NCCC2=CC=CC=C12